CC1=CC=CC(=N1)C1=NC=CC(=N1)NC1=NC(=NC=C1)NC1=CC(=CS1)C(=O)O[C@H]1CN(CC1)C [(3R)-1-methylpyrrolidin-3-yl] 5-[[4-[[2-(6-methyl-2-pyridyl)pyrimidin-4-yl]amino]pyrimidin-2-yl]amino]thiophene-3-carboxylate